COC(=O)C=1[C@H](OC2=C(C1)C=C(C=C2I)Br)C(F)(F)F (S)-6-bromo-8-iodo-2-trifluoromethyl-2H-benzopyran-3-carboxylic acid methyl ester